6-ethylamino-1,3,5-triazine C(C)NC1=NC=NC=N1